CC1=C(C(=C(C=C1C=O)C)C1=CC=CC=C1)C1=CC=CC=C1 3',6'-Dimethyl-[1,1':2',1''-terphenyl]-4'-carbaldehyde